3-{3-methyl-2-oxo-5-[(3R)-3-(piperidin-4-yl)pyrrolidin-1-yl]-1,3-benzodiazol-1-yl}piperidine-2,6-dione CN1C(N(C2=C1C=C(C=C2)N2C[C@H](CC2)C2CCNCC2)C2C(NC(CC2)=O)=O)=O